3-(6-Bromopyridin-2-yl)-5-(trifluoromethyl)-5,6,7,8-tetrahydro-[1,2,4]triazolo[4,3-a]pyridine BrC1=CC=CC(=N1)C1=NN=C2N1C(CCC2)C(F)(F)F